CC1=CN=C(S1)NC(CN1CC2=C(CC1)SC(=C2)C2=NOC(=N2)C(F)(F)F)=O N-(5-methylthiazol-2-yl)-2-(2-(5-(trifluoromethyl)-1,2,4-oxadiazol-3-yl)-6,7-dihydrothieno[3,2-c]pyridin-5(4H)-yl)acetamide